2-((7-(trifluoromethyl)-[1,2,4]triazolo[1,5-c]pyrimidin-2-yl)thio)acetic acid FC(C1=CC=2N(C=N1)N=C(N2)SCC(=O)O)(F)F